ClCC=1C=CC(=NC1)C1=NC=C(C=C1)CCl 5,5'-bis(chloromethyl)-2,2'-bipyridine